5-((6-bromopyridin-3-yl)oxy)pyridin-2-amine BrC1=CC=C(C=N1)OC=1C=CC(=NC1)N